1-Ethyl-3-methylimidazolium trifluoroacetate FC(C(=O)[O-])(F)F.C(C)N1C=[N+](C=C1)C